6-chloro-1,3-dihydro-2H-benzo[d]imidazol-2-one ClC=1C=CC2=C(NC(N2)=O)C1